methyl(diphenyl)sulfanium tetrafluoroborate F[B-](F)(F)F.C[S+](C1=CC=CC=C1)C1=CC=CC=C1